C(#N)C1=NC(=C(C(=O)N)C(=C1)C)N1CCC(CCC1)(F)F 6-cyano-2-(4,4-difluoroazepan-1-yl)-4-methylnicotinamide